2-(2-(2-(2-(3-(N,N-bis(4-methoxybenzyl)sulfamoyl)-4-(dimethylcarbamoyl)-1H-pyrazol-1-yl)-2-methylpropoxy)pyridin-4-yl)-4-fluoro-6-isopropylphenyl)acetic acid COC1=CC=C(CN(S(=O)(=O)C2=NN(C=C2C(N(C)C)=O)C(COC2=NC=CC(=C2)C2=C(C(=CC(=C2)F)C(C)C)CC(=O)O)(C)C)CC2=CC=C(C=C2)OC)C=C1